C(#N)C(C(=O)OC)=C(C1=CC=C(C=C1)OC)C methyl α-cyano-β-methyl-4-methoxycinnamate